FC1=CC=C(C[C@@H]2C[C@H](NC2)C(=O)O)C=C1 (2S,4R)-4-(4-fluorobenzyl)pyrrolidine-2-carboxylic acid